benzyl 4-benzyloxy-2-hydroxy-6-(trifluoromethyl)benzoate C(C1=CC=CC=C1)OC1=CC(=C(C(=O)OCC2=CC=CC=C2)C(=C1)C(F)(F)F)O